N-(4-(3-amino-7-(pyrazin-2-yl)-6-(1,1,1-trifluoropropan-2-yl)-1H-pyrazolo[4,3-c]pyridin-4-yl)benzyl)-5-fluoro-2-methoxybenzamide NC1=NNC2=C1C(=NC(=C2C2=NC=CN=C2)C(C(F)(F)F)C)C2=CC=C(CNC(C1=C(C=CC(=C1)F)OC)=O)C=C2